(2S)-4-(2-chloro-8-hydroxy-2'-oxo-1',4',5,8-tetrahydro-2'H,6H-spiro[quinazoline-7,3'-quinoline]-4-yl)-2-(cyanomethyl)piperazine-1-carboxylic acid tert-butyl ester C(C)(C)(C)OC(=O)N1[C@H](CN(CC1)C1=NC(=NC=2C(C3(C(NC4=CC=CC=C4C3)=O)CCC12)O)Cl)CC#N